C(C)(=O)OC1CN(C1)C1=CC(=C2C(C(=CN(C2=N1)C=1SC=CN1)C(=O)O)=O)C 7-[3-(Acetyloxy)azetidin-1-yl]-5-methyl-4-oxo-1-(1,3-thiazol-2-yl)-1,4-dihydro-1,8-naphthyridine-3-carboxylic acid